2,2':6',2''-terpyridine-4'-carboxylic acid N1=C(C=CC=C1)C1=NC(=CC(=C1)C(=O)O)C1=NC=CC=C1